OC1=C(C(NCC1)=O)C(NC1=CC=CC=C1)=S 4-hydroxy-2-oxo-N-phenyl-1,2,5,6-tetrahydropyridine-3-carbothioamide